C(C)C(CC1=C(SC=2C3=C(NC21)SC=C3)[Sn](CCCC)(CCCC)CCCC)CCCC (2-ethylhexyl)-2-tributylstannyldithienopyrrole